C(CCC)N(C(O)=O)C1CCC(CC1)C(NC1=CC(=C(C=C1)OC)C#N)=O.COCOC1=C(C=C(C=C1)[N+](=O)[O-])P(Cl)C1=C(C=CC=C1OC)OC (2-methoxymethoxy-5-nitrophenyl)-(2,6-dimethoxyphenyl)chlorophosphine Butyl-((1s,4s)-4-((3-Cyano-4-methoxyphenyl)carbamoyl)cyclohexyl)carbamate